((3,4-dimethoxyphenyl)(1-methyl-1H-indol-3-yl)methyl)triphenylphosphine triflate OS(=O)(=O)C(F)(F)F.COC=1C=C(C=CC1OC)C(C1=CN(C2=CC=CC=C12)C)C1=C(C=CC=C1)P(C1=CC=CC=C1)C1=CC=CC=C1